OC=1C=C2C=CC(=CC2=CC1)C1=CC=C(C=C1)S(=O)(=O)C 6-hydroxy-2-(4-(methylsulfonyl)phenyl)naphthalen